tert-butyl (2-cyano-8-(1-(2-(dimethylamino)ethyl)-1H-pyrazol-5-yl)imidazo[1,2-c]pyrimidin-5-yl)((5-fluoro-2,3-dihydrobenzofuran-4-yl)methyl)carbamate C(#N)C=1N=C2N(C(=NC=C2C2=CC=NN2CCN(C)C)N(C(OC(C)(C)C)=O)CC2=C(C=CC3=C2CCO3)F)C1